2-[6-(5-chloro-2-{[(2S)-1-hydroxybutan-2-yl]amino}pyrimidin-4-yl)-1-oxo-2,3-dihydro-1H-isoindol-2-yl]-N-[(1R)-1-(3-methoxyphenyl)-ethyl]acetamide ClC=1C(=NC(=NC1)N[C@H](CO)CC)C1=CC=C2CN(C(C2=C1)=O)CC(=O)N[C@H](C)C1=CC(=CC=C1)OC